C1(CCCC1)[Si](NCC)(NCC)C1CCCC1 Dicyclopentyl-bis(ethylamino)silane